1-(3,5-dibromophenyl)-3-(3-chloro-2-hydroxymethylphenyl)urea BrC=1C=C(C=C(C1)Br)NC(=O)NC1=C(C(=CC=C1)Cl)CO